BrC=1C=C2C=NN(C2=C(C1)C(=O)O)CC1=CC(=CC=C1)C(F)(F)F 5-bromo-1-(3-(trifluoromethyl)benzyl)-1H-indazole-7-carboxylic acid